CC1=NC(=CC=C1S(=O)(=O)N1CC2(C1)CC(C2)=O)C(F)(F)F 2-((2-methyl-6-(trifluoromethyl)pyridin-3-yl)sulfonyl)-2-azaspiro[3.3]heptan-6-one